CN(C(CCCCCCC)=O)C N,N-Dimethyloctan-1-amid